C(N)(=N)C=1C=C(SC1)[C@@H](C)NC(=O)[C@H]1N(C[C@](C1)(COC)F)C(CNC(C1=CC=C(C=C1)OC1=CC=C(C=C1)C(F)(F)F)=O)=O (2S,4R)-N-((R)-1-(4-carbamimidoylthiophen-2-yl)ethyl)-4-fluoro-4-(methoxymethyl)-1-((4-(4-(trifluoromethyl)phenoxy)benzoyl)glycyl)pyrrolidine-2-carboxamide